CN1C[C@@H](CC1)OC1=C(C=C(C=C1)C(=O)N1CCC(CC1)C1=CC=C(C=C1)OC=1N=NC(=CC1)C(F)(F)F)NS(=O)(=O)CC1=CC=CC=C1 (R)-N-(2-((1-methylpyrrolidin-3-yl)oxy)-5-(4-(4-((6-(trifluoromethyl)pyridazin-3-yl)oxy)-phenyl)piperidine-1-carbonyl)phenyl)-1-phenylmethanesulfonamide